NC1=C(N=CC=N1)SC1=C(C(=NC=C1)N)Cl 6-amino-5-((2-amino-3-chloropyridin-4-yl)thio)pyrazin